C1(CC1)NC(C1=NC(=C(C=C1)N1CCN(CC1)CC1=CC=C2C(N(C(NC2=C1)=O)C)=S)F)=O N-cyclopropyl-6-fluoro-5-(4-((3-methyl-2-oxo-4-thioxo-1,2,3,4-tetrahydroquinazolin-7-yl)methyl)piperazin-1-yl)picolinamide